CC1(CN2C(CO1)=CC(=N2)C(=O)OCC)C ethyl 6,6-dimethyl-6,7-dihydro-4H-pyrazolo[5,1-c][1,4]oxazine-2-carboxylate